C1(=CC=CC=C1)P(C1=C(C(=O)N[C@H]([C@H](C2=CC=CC=C2)NC(C2=C(C=CC=C2)P(C2=CC=CC=C2)C2=CC=CC=C2)=O)C2=CC=CC=C2)C=CC=C1)C1=CC=CC=C1 (+)-1(S),2(S)-Bis(2'-(diphenylphosphino)benzamido)-1,2-diphenylethane